BrC=1C=CC(=C(C1)O)C1=NN=C(C2=CC(=CC=C12)C)N[C@H]1CN(CCC1)C (R)-5-bromo-2-(6-methyl-4-((1-methylpiperidin-3-yl)amino)phthalazin-1-yl)phenol